Trans-(4R)-4-amino-1-[4-[4-[6-chloro-4-[difluoro-[4-(3-hydroxyazetidin-1-yl)cyclohexyl]methyl]-2-pyridyl]piperazin-1-yl]sulfonylphenyl]pyrrolidin-2-one N[C@@H]1CC(N(C1)C1=CC=C(C=C1)S(=O)(=O)N1CCN(CC1)C1=NC(=CC(=C1)C([C@@H]1CC[C@H](CC1)N1CC(C1)O)(F)F)Cl)=O